NC1CC(N(C1)C(=O)[O-])C(=O)[O-] 4-aminopyrrolidine-1,2-dicarboxylate